C(=O)(OC(C)(C)C)NN N-BOChydrazine